FC(C(=O)O)(F)F.NCC1=CC(=NC=C1)S(=O)(=O)N1CC(CC(C1)C(=O)N1CCOCC1)N1C(CCCC1)=O 1'-((4-(Aminomethyl)pyridin-2-yl)sulfonyl)-5'-(morpholine-4-carbonyl)-[1,3'-bipiperidin]-2-one 2,2,2-trifluoroacetate